heptadecafluoropentacosane FC(C(C(C(C(C(C(C(F)(F)F)(F)F)(F)F)(F)F)(F)F)(F)F)(F)F)(CCCCCCCCCCCCCCCCC)F